CC([C@@H](C(=O)N1[C@@H](C[C@H](C1)O)C(=O)NCC1=CC=C(C=C1)C1=C(N=CS1)C)N1N=NC(=C1)C1(CC1)C(F)(F)F)(C)C (2S,4R)-1-((S)-3,3-dimethyl-2-(4-(1-(trifluoromethyl)cyclopropyl)-1H-1,2,3-triazol-1-yl)butanoyl)-4-hydroxy-N-(4-(4-methylthiazol-5-yl)benzyl)pyrrolidine-2-carboxamide